[Si](C)(C)(C(C)(C)C)O[C@@H]1C[C@H](N(C1)C(=O)OC(C)(C)C)C=1N(C=CN1)CC1=CC(=CC=C1)O tert-butyl (2S,4R)-4-[tert-butyl (dimethyl)silyl]oxy-2-[1-[(3-hydroxyphenyl)methyl]imidazol-2-yl]pyrrolidine-1-carboxylate